1-(6-fluoro-5-methylpyridin-3-yl)ethan-1-ol FC1=C(C=C(C=N1)C(C)O)C